ClC1=C(OC2CCN(CC2)C2=CC(=C(C(=O)NN)C=C2)OC)C=C(C=C1)F 4-(4-(2-chloro-5-fluorophenoxy)piperidin-1-yl)-2-methoxybenzohydrazide